NC1=NNC2=C1C(=NC=C2C2=NN1C(CN(CC1)CC1=CC=CC=C1)=C2)C2=CC=C(CNC(C1=C(C=CC(=C1)F)OC)=O)C=C2 N-(4-(3-amino-7-(5-benzyl-4,5,6,7-tetrahydropyrazolo[1,5-a]pyrazin-2-yl)-1H-pyrazolo[4,3-c]pyridin-4-yl)benzyl)-5-fluoro-2-methoxybenzamide